FC=1C=CC(=NC1C)C(=O)NC=1C(=CC=2N(C1)C=C(N2)CCC(C)(C)O)OC 5-fluoro-N-[2-(3-hydroxy-3-methyl-butyl)-7-methoxy-imidazo[1,2-a]pyridin-6-yl]-6-methyl-pyridine-2-carboxamide